SCSSC(CO)O 2-(mercaptomethyldithio)ethylene glycol